FC1([C@@H](CNC[C@@H]1C)CCO)F 2-[(3R,5S)-4,4-difluoro-5-methyl-3-piperidyl]ethanol